7-benzyl-1-(3-(piperidin-1-yl)propyl)-2-(4-(pyridin-4-yl)phenyl)-1H-imidazo[4,5-G]quinoxalin-6(5H)-one C(C1=CC=CC=C1)C=1C(NC=2C=C3C(=CC2N1)N(C(=N3)C3=CC=C(C=C3)C3=CC=NC=C3)CCCN3CCCCC3)=O